N-[2-(3,4-dichlorophenyl)ethyl]-2-[1-[(2,3-difluorophenyl)methyl]-5-oxopyrrolidin-2-yl]acetamide ClC=1C=C(C=CC1Cl)CCNC(CC1N(C(CC1)=O)CC1=C(C(=CC=C1)F)F)=O